COC1(CC(=C(C(=O)C2=C(C=CC=C2)O)C=C1)O)OC 4,4-dimethoxy-2,2'-dihydroxybenzophenone